N-(Cyanomethyl)-4-(5-fluoro-2-((3-fluoro-4-(1-methylpiperidin-4-yl)phenyl)amino)pyrimidin-yl)benzamide C(#N)CNC(C1=CC=C(C=C1)C1=NC(=NC=C1F)NC1=CC(=C(C=C1)C1CCN(CC1)C)F)=O